4-(3-carbomethoxypropionyl)-1,3-oxazolin-5-one C(=O)(OC)CCC(=O)C1N=COC1=O